1-methanesulfonylpyrrole-3-carboxamide CS(=O)(=O)N1C=C(C=C1)C(=O)N